N[C@H]1[C@@H](C2=C(N(C1=O)CC)N(N=C2CO)C2=CC=CC=C2)C2=CC=C(C=C2)F (4R,5S)-5-amino-7-ethyl-4-(4-fluorophenyl)-3-(hydroxymethyl)-1-phenyl-1,4,5,7-tetrahydro-6H-pyrazolo[3,4-b]pyridin-6-one